3-(2,2-difluoroethyl)-7-((4-(dimethylamino)cyclohexyl)amino)-1,1-dioxidobenzo[b]thiophen FC(CC=1C2=C(S(C1)(=O)=O)C(=CC=C2)NC2CCC(CC2)N(C)C)F